C(C)(=O)OC=1C(=NC=CC1OC)C(NC1=NC2=CC=C(C=C2C=C1)Br)=O 2-((6-Bromoquinolin-2-yl) carbamoyl)-4-methoxypyridin-3-yl acetate